C(C)(C)(C)NC(COC=1C=2N(C=C(C1)OC)N=C(C2)C=2N=C1SC(=NN1C2)OC)=O N-tert-butyl-2-(6-methoxy-2-(2-methoxyimidazo[2,1-b][1,3,4]thiadiazol-6-yl)pyrazolo[1,5-a]pyridin-4-yloxy)acetamide